C(C)C1=C(OC=C1)CS (3-ethylfuran-2-yl)methyl mercaptan